1-Tert-butyl-5-fluoro-N-{6-methyl-5-[8-(morpholin-4-yl)imidazo[1,2-a]pyridin-6-yl]pyridin-3-yl}pyrazole-4-carboxamide C(C)(C)(C)N1N=CC(=C1F)C(=O)NC=1C=NC(=C(C1)C=1C=C(C=2N(C1)C=CN2)N2CCOCC2)C